(2-(N-(tert-Butyl)sulfamoyl)-5-isobutyl-4-methylthiophen-3-yl)boronic acid C(C)(C)(C)NS(=O)(=O)C=1SC(=C(C1B(O)O)C)CC(C)C